NC1=CC(=C(C=C1)C(=O)N1CCC2(COC2)CC1)N1CC(CC1)C(F)(F)F [4-amino-2-[3-(trifluoromethyl)pyrrolidin-1-yl]phenyl]-(2-oxa-7-azaspiro[3.5]nonan-7-yl)methanone